(S)-1-(3-ethyl-4-((4-((3-(2-oxopiperidin-1-yl)propyl)amino)-5-(trifluoromethyl)pyrimidin-2-yl)amino)phenyl)pyrrolidine-3-carbonitrile C(C)C=1C=C(C=CC1NC1=NC=C(C(=N1)NCCCN1C(CCCC1)=O)C(F)(F)F)N1C[C@H](CC1)C#N